Bis(2-ethylbutyl) 7,7'-((3-((2-(4-(2-((4-(bis(2-hydroxy-6-oxo-6-propoxyhexyl)amino)butanoyl)oxy)ethyl)piperazin-1-yl)ethyl)disulfaneyl)propyl)azanediyl)bis(6-hydroxyheptanoate) OC(CN(CCCC(=O)OCCN1CCN(CC1)CCSSCCCN(CC(CCCCC(=O)OCC(CC)CC)O)CC(CCCCC(=O)OCC(CC)CC)O)CC(CCCC(=O)OCCC)O)CCCC(OCCC)=O